N1C(=NC2=C1C=CC=C2)CNCCN2N=CC(=C2)C(=O)NCC2=NC=CC=C2Cl 1-{2-[(1H-1,3-Benzodiazol-2-ylmethyl)amino]ethyl}-N-[(3-chloropyridin-2-yl)methyl]-1H-pyrazole-4-carboxamide